7-(methoxycarbonyl)-6,7-dihydro-5H-cyclopenta[b]pyridine 1-oxide COC(=O)C1CCC=2C1=[N+](C=CC2)[O-]